ClC=1N=NC(=CC1[C@H](C)N[S@](=O)C(C)(C)C)Cl (R)-N-((S)-1-(3,6-dichloropyridazin-4-yl)ethyl)-2-methylpropane-2-sulfinamide